N1=C(N=CC=C1)C1=NN=C(N=N1)C(=O)N 6-(pyrimidin-2-yl)-1,2,4,5-tetrazine-3-carboxamide